N1C(=CC2=NC=CC=C21)C=O 1H-PYRROLO[3,2-B]PYRIDINE-2-CARBALDEHYDE